(E)-1-(5-((4-allyl-6-fluoro-1-tosyl-1H-indol-5-yl)oxy)-2-fluorophenyl)-3-(dimethylamino)prop-2-en-1-one C(C=C)C1=C2C=CN(C2=CC(=C1OC=1C=CC(=C(C1)C(\C=C\N(C)C)=O)F)F)S(=O)(=O)C1=CC=C(C)C=C1